6-CHLORO-1H-BENZOIMIDAZOLE-2-CARBALDEHYDE ClC=1C=CC2=C(NC(=N2)C=O)C1